1'-[4-chloro-2-(trifluoromethyl)phenyl]-2-(2-ethoxypyridin-3-yl)-7-[[(3S)-pyrrolidin-3-yl]methyl]spiro[8H-1,7-naphthyridine-5,4'-piperidine]-6-one ClC1=CC(=C(C=C1)N1CCC2(CC1)C=1C=CC(=NC1CN(C2=O)C[C@@H]2CNCC2)C=2C(=NC=CC2)OCC)C(F)(F)F